FC=1C=CC(=C(C1)C(=O)N1C[C@@H](CC[C@H]1C)OC1=NC=CC(=C1C)C#N)C1=NC=CC=C1 2-({(3R,6R)-1-[(5-fluoro-2-pyridin-2-ylphenyl)carbonyl]-6-methylpiperidin-3-yl}oxy)-3-methylpyridine-4-carbonitrile